N-[[4-[(3-hydroxycyclobutyl)amino]-1-[4-(trifluoromethoxy)phenyl]pyrazolo[3,4-b]pyridin-3-yl]methyl]carbamic acid tert-butyl ester C(C)(C)(C)OC(NCC1=NN(C2=NC=CC(=C21)NC2CC(C2)O)C2=CC=C(C=C2)OC(F)(F)F)=O